lauryl-tin C(CCCCCCCCCCC)[Sn]